NCC=1C=C(C=CC1)C=1C=C2C(=NN(C2=CC1)C)COC1=C(C=CC(=C1)C)CC(=O)OCC ethyl 2-(2-((5-(3-(aminomethyl)phenyl)-1-methyl-1H-indazol-3-yl)methoxy)-4-methylphenyl)acetate